COC1=C(C(=CC(=C1)[C@H]1C2=CC3=C(OCO3)C=C2CC2=C1C(OC2)=O)OC)OC(C)=O acetic acid (5S)-2,6-dimethoxy-4-(6-oxo-5,6,8,9-tetrahydrofuro[3',4':6,7]naphtho[2,3-d][1,3]dioxol-5-yl)-phenyl ester